alpha-Acetyl-L-glutamine C(C)(=O)[C@](N)(CCC(N)=O)C(=O)O